ClC=1C=CC(=C(C1)C=1C=C(C(=O)OCC)C=CC1)OCCN1C(=NC=2CCC3(CC2C1=O)OCCO3)C ethyl 3-[5-chloranyl-2-[2-(2'-methyl-4'-oxidanylidene-spiro[1,3-dioxolane-2,6'-7,8-dihydro-5H-quinazoline]-3'-yl)ethoxy]phenyl]benzoate